3-(((2S,3S)-3-((3-iodophenyl)methoxy)-2-phenyl-1-piperidyl)methyl)-1,4-dihydro-1,2,4-triazol-5-one IC=1C=C(C=CC1)CO[C@@H]1[C@@H](N(CCC1)CC1=NNC(N1)=O)C1=CC=CC=C1